FC1=C(CN2C(CN(C=3C=NC=4C=C(C=CC4C32)OC)C(=O)OC(C)(C)C)=O)C(=CC(=C1)S(N)(=O)=O)F tert-butyl 1-(2,6-difluoro-4-sulfamoylbenzyl)-8-methoxy-2-oxo-2,3-dihydropyrazino[2,3-c]quinoline-4(1H)-carboxylate